(R)-3-isobutoxy-4-(((8-methyl-4-oxochroman-7-yl)oxy)(pyridin-4-yl)methyl)benzamide C(C(C)C)OC=1C=C(C(=O)N)C=CC1[C@@H](C1=CC=NC=C1)OC1=CC=C2C(CCOC2=C1C)=O